Methylphenyl-3-trifluoromethyl-4H-benzopyran-4-one CC1=CC=CC2=C1C(C(=C(O2)C2=CC=CC=C2)C(F)(F)F)=O